O1C(=CC2=C1C=CC=C2)C2=CC=C(C=C2)N(C2=CC=C(C=C2)C2=CC1=C(N=C(O1)C1=CC=CC=C1)C=C2)C2=CC=C(C=C2)C2=CC1=C(N=C(O1)C1=CC=CC=C1)C=C2 N-(4-benzofuran-2-yl-phenyl)-N,N-bis{4-(2-phenyl-benzooxazol-6-yl)-phenyl}-amine